[N+](=O)([O-])C1=CC=C(C=C1)S(=O)(=O)CCOC(=O)N[C@@H](CCCCN)C(=O)O 2-(p-nitrophenylsulfonyl)ethoxycarbonyl-lysine